6-(dimethylamino)pyridazine-4-carboxylic acid CN(C1=CC(=CN=N1)C(=O)O)C